4-chloro-N'-(2,2-diethoxyacetyl)benzoylhydrazine ClC1=CC=C(C(=O)NNC(C(OCC)OCC)=O)C=C1